N-[1-(dicyclopropylmethyl)-2-[[5-[5-ethyl-3-methyl-1-(2-trimethylsilylethoxymethyl)pyrazol-4-yl]-2-pyridyl]amino]-2-oxo-ethyl]-2-(3-methoxypropyl)pyrazole-3-carboxamide C1(CC1)C(C(C(=O)NC1=NC=C(C=C1)C=1C(=NN(C1CC)COCC[Si](C)(C)C)C)NC(=O)C=1N(N=CC1)CCCOC)C1CC1